5-(1,8-naphthyridin-3-yl)-N-(2-azaspiro[3.3]heptan-6-yl)pyrrolo[2,1-f][1,2,4]triazin-2-amine N1=CC(=CC2=CC=CN=C12)C=1C=CN2N=C(N=CC21)NC2CC1(CNC1)C2